NC=1SC2=C(N1)C=CC(=C2)CN(C)C 2-amino-6-(dimethylaminomethyl)benzothiazole